3-(1-methyl-7-(1-(piperidin-4-ylmethyl)piperidin-4-yl)-1H-indazol-3-yl)piperidine-2,6-dione HCl salt Cl.CN1N=C(C2=CC=CC(=C12)C1CCN(CC1)CC1CCNCC1)C1C(NC(CC1)=O)=O